P(O)(=O)(OP(=O)(O)O)OC[C@@H]1[C@H]([C@H]([C@@H](O1)N1C=NC=2C(=O)NC(N)=NC12)O)O Guanosin-Diphosphat